6-chloro-1,2,3,4-tetrahydronaphthalen-1-one ClC=1C=C2CCCC(C2=CC1)=O